N-(azetidin-3-yl)-3-(1H-imidazol-1-yl)benzamide N1CC(C1)NC(C1=CC(=CC=C1)N1C=NC=C1)=O